C1(=CC=CC=C1)C(C1=CC=CC=C1)=[15N]CCC1=CN(C2=CC=CC=C12)C(=O)OC(C)(C)C tert-butyl 3-(2-((diphenylmethylene)amino-15N)ethyl)-1H-indole-1-carboxylate